tert-butyl N-[(3S,4R)-1-carbamoyl-4-[(4-[3-[2-(2-hydroxyethoxy)eth-oxy]propyl]phenyl)meth-oxy]pentan-3-yl]carbamate C(N)(=O)CC[C@@H]([C@@H](C)OCC1=CC=C(C=C1)CCCOCCOCCO)NC(OC(C)(C)C)=O